BrC1=CC(=C2C(NN=C(C2=C1)CNC(OC(C)(C)C)=O)=O)C#CC1CC1 tert-Butyl ((7-bromo-5-(cyclopropylethynyl)-4-oxo-3,4-dihydrophthalazin-1-yl)methyl)carbamate